2-((4-cyano-5-(piperidin-4-ylmethoxy)pyridin-2-yl)methyl)isoindoline-5-carbonitrile hydrochloride Cl.C(#N)C1=CC(=NC=C1OCC1CCNCC1)CN1CC2=CC=C(C=C2C1)C#N